3-endo-(8-{2-[cyclopentylmethyl-(3-hydroxy-2-hydroxymethyl-2-methyl-propionyl)amino]ethyl}-8-azabicyclo[3.2.1]oct-3-yl)-benzamide TFA salt OC(=O)C(F)(F)F.C1(CCCC1)CN(CCN1C2CC(CC1CC2)C=2C=C(C(=O)N)C=CC2)C(C(CO)(C)CO)=O